N-[(1S)-1-(dicyclopropylmethyl)-2-[4-(3,5-dimethyl-1H-pyrazol-4-yl)anilino]-2-oxo-ethyl]-2-sec-butyl-pyrazole-3-carboxamide C1(CC1)C([C@@H](C(=O)NC1=CC=C(C=C1)C=1C(=NNC1C)C)NC(=O)C=1N(N=CC1)C(C)CC)C1CC1